tert-butyl (N-(3-((6,7-dimethoxy-4-oxo-3,4-dihydrophthalazin-1-yl)methyl)phenyl)sulfamoyl)carbamate COC=1C=C2C(NN=C(C2=CC1OC)CC=1C=C(C=CC1)NS(=O)(=O)NC(OC(C)(C)C)=O)=O